C12(CC1)C1CCC2CC1 spiro[bicyclo[2.2.1]heptane-7,1'-cyclopropane]